C(C)ON(C(C(C)OC)=O)CC1=CC=C(C=C1)C1=NOC(=N1)C(F)(F)F N-ethoxy-2-methoxy-N-[[4-[5-(trifluoromethyl)-1,2,4-oxadiazol-3-yl]phenyl]methyl]propanamide